meta-aminophenol potassium [K].NC=1C=C(C=CC1)O